FC(C1=CC=C(C=N1)C=1C=C(C(NN1)=O)C(=O)N[C@@H]1COC[C@@H]1O)F 6-[6-(difluoromethyl)pyridin-3-yl]-N-[(cis)-4-hydroxytetrahydrofuran-3-yl]-3-oxo-2,3-dihydropyridazin-4-carboxamide